2-(2-(2-methoxyethoxy)ethoxy)ethyl 4-nitrobenzoate [N+](=O)([O-])C1=CC=C(C(=O)OCCOCCOCCOC)C=C1